[Ti+4].[NH4+].OC1=C(C=CC=C1)C(C)O 1-(2-hydroxyphenyl)ethanol ammonium titanium (IV)